(E)-ethyl 4,4,4-trifluorobut-2-enoate FC(/C=C/C(=O)OCC)(F)F